(S)-4-(3-{5-[(R)-(1,3-dimethyl-azetidin-3-yl)-hydroxy-(4-isopropyl-phenyl)-methyl]-pyridin-3-yl}-[1,2,4]Oxadiazol-5-yl)-1-methyl-pyrrolidin-2-one CN1CC(C1)(C)[C@@](C=1C=C(C=NC1)C1=NOC(=N1)[C@H]1CC(N(C1)C)=O)(C1=CC=C(C=C1)C(C)C)O